ClC1=CC=C(C=C1)C=1CC(C(N(N1)C1=CC(=CC=C1)F)=O)C(=O)OC methyl 6-(4-chlorophenyl)-2-(3-fluorophenyl)-3-oxo-2,3,4,5-tetrahydropyridazine-4-carboxylate